3-isothiocyanato-N,N-dimethyl-propan-1-amine N(=C=S)CCCN(C)C